beta-D-glucosyl-(glucose) [C@@H]1([C@H](O)[C@@H](O)[C@H](O)[C@H](O1)CO)C(=O)[C@H](O)[C@@H](O)[C@H](O)[C@H](O)CO